7-fluoro-2-methyl-5-[6-methyl-5-(piperazin-1-yl)thieno[2,3-d][1,3]thiazol-2-yl]indazole FC1=CC(=CC2=CN(N=C12)C)C=1SC2=C(N1)SC(=C2C)N2CCNCC2